(benzo[b]thiophen-2-yl)-2-(hydroxy(phenyl)methyl)-3-oxopropanenitrile S1C2=C(C=C1C(C#N)(C=O)C(C1=CC=CC=C1)O)C=CC=C2